4-({[(3-{[(tert-butoxy)carbonyl]amino}-2-fluorophenyl)methyl]amino}methyl)-3-hydroxybenzoic acid C(C)(C)(C)OC(=O)NC=1C(=C(C=CC1)CNCC1=C(C=C(C(=O)O)C=C1)O)F